BrC1=C(C(=C(C(=C1F)F)C=1C=C2CCC2=CC1)F)F 3-(4-bromo-2,3,5,6-tetrafluorophenyl)bicyclo[4.2.0]octa-1,3,5-triene